tert-Butyl N-{(4S)-4-[3-(benzyloxycarbonylamino)-2-chlorophenyl]-1-cyclohexyl-4-methyl-6-oxohexahydropyrimidin-2-ylidene}carbamate C(C1=CC=CC=C1)OC(=O)NC=1C(=C(C=CC1)[C@]1(NC(N(C(C1)=O)C1CCCCC1)=NC(OC(C)(C)C)=O)C)Cl